ClC1=CC=C(C=C1)CN1C([C@H](CS(C2=C1C=C(C(=C2)F)C(=O)NN)(=O)=O)NC(OC(C)(C)C)=O)=O tert-butyl N-[(3R)-5-[(4-chlorophenyl)methyl]-8-fluoro-7-(hydrazinecarbonyl)-1,1,4-trioxo-2,3-dihydro-1λ6,5-benzothiazepin-3-yl]carbamate